CNC[C@H](O)[C@@H](O)[C@H](O)[C@H](O)CO.CNC[C@H](O)[C@@H](O)[C@H](O)[C@H](O)CO N-methylglucamine (methylglucamine) salt